NC1=CC(=C(C(=C1)F)CN1N=CC=2C1=NC(=NC2Cl)N)F 1-[(4-amino-2,6-difluoro-phenyl)methyl]4-chloro-pyrazolo[3,4-d]pyrimidine-6-amine